Thiocineol S1C(C=CC=CC=C1)O